C1(=CC=CC=C1)OC(CCC)=O.C1(=CC=CC=C1)S(=O)(=O)N benzenesulfonamide phenylbutyrate